FC1=C2C=CC=NC2=C(C=C1)N1C[C@@H](N(C[C@H]1C)C1=CC(N(C=2C=CC(=NC12)C#N)C)=O)C 8-((2S,5R)-4-(5-Fluorochinolin-8-yl)-2,5-dimethylpiperazin-1-yl)-5-methyl-6-oxo-5,6-dihydro-1,5-naphthyridin-2-carbonitril